FC=1C(=CC(=NC1)OC)C=1C(=C2CCCC2=CC1)NC(=O)N=[S@](=O)(N)C=1C=NN2C1OCCC2 (R)-N'-((5-(5-fluoro-2-methoxypyridin-4-yl)-2,3-dihydro-1H-inden-4-yl)carbamoyl)-6,7-dihydro-5H-pyrazolo[5,1-b][1,3]oxazine-3-sulfonimidamide